P(=O)(O)(O)OC[C@@H]1[C@H]([C@H]([C@@H](O1)N1C(=O)NC(=O)C(=C1)CCCN=[N+]=[N-])O)O 5-(3-azidopropyl)-uridine phosphate